CC1(CC1)C=1N=CC=2N(C1)C(=CN2)C2=CC=CC(=N2)N 6-[6-(1-methylcyclopropyl)imidazo[1,2-a]pyrazin-3-yl]pyridin-2-amine